2-carboxyethyl(triphenyl)phosphonium bromide [Br-].C(=O)(O)CC[P+](C1=CC=CC=C1)(C1=CC=CC=C1)C1=CC=CC=C1